CC1(NCCOC1)C 3,3-dimethylmorpholin